C1(=CC=CC=C1)C(C1=CC=CC=C1)=NC1=CSC2=C1NC=C2C#N 3-[(diphenylmethylidene)amino]-4H-thieno[3,2-b]pyrrole-6-carbonitrile